[NH4+].FC(C(=O)O)(OC(C(C(F)(F)F)(F)F)(F)F)C(F)(F)F perfluoro(2-methyl-3-oxahexanoic acid) ammonium